5-[4-(6-chloro-5-fluoro-indolin-1-yl)quinazolin-6-yl]pyridine-2-carboxamide ClC1=C(C=C2CCN(C2=C1)C1=NC=NC2=CC=C(C=C12)C=1C=CC(=NC1)C(=O)N)F